NC1=CC(CC(C1)(C)C)=O 3-amino-5,5-dimethylcyclohex-2-en-1-one